CN1N=C(C=C1)C(=O)OC1CN(C1)C=1N=C(C2=C(N1)CC[S+]2[O-])N(C2CCOCC2)C [1-[4-[methyl (tetra-hydropyran-4-yl)amino]-5-oxido-6,7-dihydro-thieno[3,2-d]pyrimidin-5-ium-2-yl]azetidin-3-yl] 1-methylpyrazole-3-carboxylate